OC1=C(C(=CC(=C1)C)C)C1=CC=C2C(=CC(=NC2=N1)C1CN(CCC1)C)C(=O)O 7-(2-hydroxy-4,6-dimethyl-phenyl)-2-(1-methyl-3-piperidyl)-1,8-naphthyridine-4-carboxylic acid